C1(CC1)N(C1=C(C(=NC=N1)NCC1(C(CN(CC1)CC(=O)N)O)O)F)CC1=CC=C(C=C1)C(C(F)(F)F)(C(F)(F)F)O 2-(4-(((6-(cyclopropyl(4-(1,1,1,3,3,3-hexafluoro-2-hydroxypropan-2-yl)benzyl)amino)-5-fluoropyrimidin-4-yl)amino)methyl)-3,4-dihydroxypiperidin-1-yl)acetamide